CC1(C(NCC1)=O)C=1C=CC(=C(C(=O)NN)C1)NC1=CC=C(C=C1)C(F)(F)F 5-(3-methyl-2-oxopyrrolidin-3-yl)-2-((4-(trifluoromethyl)phenyl)amino)benzoyl-hydrazine